ClC1=CC=C2C(=C(NC2=C1Cl)C=1OC(=NN1)C(F)(F)F)C=1C=NNC1 2-(6,7-dichloro-3-(1H-pyrazol-4-yl)-1H-indol-2-yl)-5-(trifluoromethyl)-1,3,4-oxadiazole